4-methoxy-2,2,6,6-tetramethyl-piperidine COC1CC(NC(C1)(C)C)(C)C